[4,6-bis(biphenyl-4-yl)-1,3,5-triazin-2-yl]-5-[(2-ethylhexyl)oxy]phenol C1(=CC=C(C=C1)C1=NC(=NC(=N1)C1=CC=C(C=C1)C1=CC=CC=C1)C1=C(C=C(C=C1)OCC(CCCC)CC)O)C1=CC=CC=C1